ClC1=CC=C(C=C1)C1=NOC(=C1)CNC(=O)C=1N=NN(C1)C N-{[3-(4-chlorophenyl)-1,2-oxazol-5-yl]methyl}-1-methyl-1H-1,2,3-triazole-4-carboxamide